CNC(=O)N1C(C2=CC=CC=C2C1)C(=O)N N2-methyl-1,3-dihydro-2H-isoindol-1,2-dicarboxamid